bis(3-methylphenyl)iodonium CC=1C=C(C=CC1)[I+]C1=CC(=CC=C1)C